C1(CC1)C=1C=C(C=NC1)C1=NC=C2N=CNC2=N1 (5-cyclopropylpyridin-3-yl)-9H-purin